BrC=1C=NC=C(C1CC1=CC=C(C=C1)SC(F)(F)F)N1N=CC=N1 3-bromo-5-(2H-1,2,3-triazol-2-yl)-4-[[4-[(trifluoromethyl)thio]phenyl]methyl]pyridine